ClC=1C=C2CC[C@H](C2=CC1)O (R)-5-CHLORO-2,3-DIHYDRO-1H-INDEN-1-OL